C(C)OCOC1=C(C=CC(=C1)C#C)C1=NN=C(C2=CC=CC=C12)N[C@H]1COCCC1 (R)-4-(2-(ethoxymethoxy)-4-ethynylphenyl)-N-(tetrahydro-2H-pyran-3-yl)phthalazin-1-amine